C(C)(C)(CC)O[SiH](NCC(C)C)OC(C)(C)CC Di-tert-pentoxy(isobutylamino)silane